(1S,2S)-2-(((4-(trifluoromethyl)pyridin-3-yl)methyl)amino)cyclohexan-1-ol FC(C1=C(C=NC=C1)CN[C@@H]1[C@H](CCCC1)O)(F)F